2-(2-oxo-1-imidazolidinyl)ethyl-methacrylamide, (2-(acryloyl-oxy)ethyl)trimethyl-ammonium salt C(C=C)(=O)OCC[N+](C)(C)C.O=C1N(CCN1)CCC=C(C(=O)[NH-])C